3-(4-chlorostyryl)-N-(2-(2-cyano-4,4-difluoro-2-(piperidin-1-yl)pyrrolidin-1-yl)-2-oxoethyl)isonicotinamide ClC1=CC=C(C=CC2=C(C(=O)NCC(=O)N3C(CC(C3)(F)F)(N3CCCCC3)C#N)C=CN=C2)C=C1